((trans-3-(3-cyclopropyl-4-(5-fluoro-6-methylpyridin-2-yl)-1H-pyrazol-1-yl)cyclobutyl)methoxy)-2-(2,6-dioxopiperidin-3-yl)isoindoline-1,3-dione C1(CC1)C1=NN(C=C1C1=NC(=C(C=C1)F)C)[C@@H]1C[C@H](C1)COC1=C2C(N(C(C2=CC=C1)=O)C1C(NC(CC1)=O)=O)=O